N-(2,2,2-trifluoroethyl)pyrrolidine FC(CN1CCCC1)(F)F